C(=C)C[Si](C)(C)CCCCCCCCCC vinyl-decyl-trimethylsilane